(1R,3S,5S)-1-((1H-1,2,3-triazol-1-yl)methyl)-N-(3-(5-fluoropyrimidin-2-yl)-4-(trifluoromethyl)phenyl)-3-methyl-6-azabicyclo[3.1.1]heptane-6-carboxamide N1(N=NC=C1)C[C@]12C[C@H](C[C@H](N1C(=O)NC1=CC(=C(C=C1)C(F)(F)F)C1=NC=C(C=N1)F)C2)C